1-(4-chlorophenyl)-2-(4-methylpiperazin-1-yl)ethanone ClC1=CC=C(C=C1)C(CN1CCN(CC1)C)=O